O=C1NC(CCC1N1C(C2=CC=C(C=C2C1=O)N1CCN(CC1)CC1CCN(CC1)C1=NC=C(C(=O)OC(C)(C)C)C=C1)=O)=O tert-butyl 6-(4-((4-(2-(2,6-dioxopiperidin-3-yl)-1,3-dioxoisoindolin-5-yl) piperazin-1-yl)methyl)piperidin-1-yl)nicotinate